methyl 1-(but-2-yn-1-yl)-1H-indazole-3-carboxylate C(C#CC)N1N=C(C2=CC=CC=C12)C(=O)OC